N-(5-Ethoxy-1H-pyrazol-3-yl)-5-methyl-2-(1-methyl-1H-imidazol-2-yl)-6-(1-methyl-1H-pyrazol-3-yl)pyrrolo[2,1-f][1,2,4]triazin-4-amine C(C)OC1=CC(=NN1)NC1=NC(=NN2C1=C(C(=C2)C2=NN(C=C2)C)C)C=2N(C=CN2)C